5-((3-(Dimethylamino)phenyl)amino)-2-methyl-isoindolin-1-one CN(C=1C=C(C=CC1)NC=1C=C2CN(C(C2=CC1)=O)C)C